BrC=1C=C(C=C(C1COCOCC)C(F)(F)F)S(=O)(C1=CC(=C(C(=C1)C(F)(F)F)COCOCC)Br)=NCC(=O)OC(C)(C)C tert-butyl 2-((bis(3-bromo-4-((ethoxymethoxy)methyl)-5-(trifluoromethyl)phenyl)(oxo)-λ6-sulfanylidene)amino)acetate